1-methylpentyl chloroformate ClC(=O)OC(CCCC)C